OC=1C(=NC=CC1)C(=O)N hydroxypyridine-amide